3-[5-chloro-1-methylpyrrolo[2,3-c]pyridin-2-yl]-2,4-dimethoxypyridine ClC=1C=C2C(=CN1)N(C(=C2)C=2C(=NC=CC2OC)OC)C